C(#N)C=1C=NN2C1C(=CC(=C2)OCC(C)(C)O)N2CC(C2)C(=O)NCC=2C=NC(=CC2)OC 1-(3-cyano-6-(2-hydroxy-2-methylpropoxy)pyrazolo[1,5-a]pyridin-4-yl)-N-((6-methoxypyridin-3-yl)methyl)azetidine-3-carboxamide